ClC1=C(C=CC(=C1)F)C1=CNC(C2=CC(=CC=C12)O[C@@H](C(=O)N1[C@@H](COCC1)C(=O)O)C)=O (S)-4-((R)-2-((4-(2-chloro-4-fluorophenyl)-1-oxo-1,2-dihydroisoquinolin-7-yl)oxy)propanoyl)morpholine-3-carboxylic acid